N1C(=O)NC=2NC(=O)NC2C1=O Uric Acid